(R)-(5-(1-(difluoromethyl)-1H-pyrazol-3-yl)-1,3,4-oxadiazol-2-yl)(4-(4-(difluoromethyl)pyrazolo[1,5-a]pyridin-2-yl)-6,7-dihydro-1H-imidazo[4,5-c]pyridin-5(4H)-yl)methanone FC(N1N=C(C=C1)C1=NN=C(O1)C(=O)N1[C@H](C2=C(CC1)NC=N2)C2=NN1C(C(=CC=C1)C(F)F)=C2)F